ClC=1C(=C(C=CC1F)[C@H](C[C@@H]1CC[C@H](CC1)C(F)(F)F)NC(=O)[C@H]1NC(NC1)=O)F (S)-N-((S)-1-(3-chloro-2,4-difluorophenyl)-2-((trans)-4-(trifluoromethyl)cyclohexyl)-ethyl)-2-oxoimidazolidine-4-carboxamide